N-(1-(2-(3-bromophenyl)hydrazine-1-carbonyl)cyclobutyl)-2-chloronicotinamide BrC=1C=C(C=CC1)NNC(=O)C1(CCC1)NC(C1=C(N=CC=C1)Cl)=O